tetra-vinyl-biphenyl tert-butyl-3-bromo-5,6-dihydropyridine-1(2H)-carbamate C(C)(C)(C)OC(NN1CC(=CCC1)Br)=O.C(=C)C=1C(=C(C(=C(C1)C1=CC=CC=C1)C=C)C=C)C=C